C(=O)C=1C(=NC(=NC1)SC)N(CC(=O)OC)C1COC1 methyl N-(5-formyl-2-(methylthio)pyrimidin-4-yl)-N-(oxetan-3-yl)glycinate